C(C)(C)(C)OC(=O)OC1=CC=C2C[C@H](N(CC2=C1)C(=O)OC(C)(C)C)[C@@H](CNC(C1=C(C=C(C=C1)C(=O)N1C2COCC1CCC2)OCC)=O)O tert-butyl (3S)-7-tert-butoxycarbonyloxy-3-[(1R)-2-[[2-ethoxy-4-(3-oxa-9-azabicyclo[3.3.1]nonane-9-carbonyl)benzoyl]amino]-1-hydroxy-ethyl]-3,4-dihydro-1H-isoquinoline-2-carboxylate